O=C1CCC2(CC1)CCNCC2 3-oxo-9-azaspiro[5.5]undecane